COC1=NC(=NN2C1=C(C=C2)C2=CC=1C=NC=CC1N2)NC2CCC(CC2)(O)C (1r,4r)-4-((4-methoxy-5-(1H-pyrrolo[3,2-c]pyridin-2-yl)pyrrolo[2,1-f][1,2,4]triazin-2-yl)amino)-1-methylcyclohexan-1-ol